2-(4,7-dichloro-6-(4-(1-ethylazetidin-3-yl)phenyl)-2H-indazol-2-yl)-2-((R)-6-fluoro-6,7-dihydro-5H-pyrrolo[1,2-c]imidazol-1-yl)-N-(thiazol-2-yl)acetamide ClC=1C2=CN(N=C2C(=C(C1)C1=CC=C(C=C1)C1CN(C1)CC)Cl)C(C(=O)NC=1SC=CN1)C1=C2N(C=N1)C[C@@H](C2)F